C(#N)C=1C=C(C=C(C1)F)C#C\C=C/1\C(N(CC1)C(=O)OC)(C)C methyl (3E)-3-[3-(3-cyano-5-fluorophenyl)prop-2-yn-1-ylidene]-2,2-dimethylpyrrolidine-1-carboxylate